CN1CCN(CC1)CC=O 2-(4-methylpiperazin-1-yl)ethanone